CC([C@H](NS(=O)(=O)C(F)(F)F)C(=O)N1[C@@H](C[C@H](C1)C(F)(F)F)C(=O)N[C@@H](C[C@H]1C(NCC1)=O)C(COC1=C(C=C(C=C1)F)F)=O)(C)C 3-methyl-N-(trifluoromethanesulfonyl)-L-valyl-(4R)-N-{(2S)-4-(2,4-difluorophenoxy)-3-oxo-1-[(3S)-2-oxopyrrolidin-3-yl]butan-2-yl}-4-(trifluoromethyl)-L-prolinamide